C(#N)C1=CC(=C(COC=2C=C(C=CC2)C2=CC(=C(C=C2)CC2=NC3=C(N2CC2OCCC2)C=C(C=C3)C(=O)O)F)C=C1)F 2-((3'-(4-Cyano-2-fluorobenzyloxy)-3-fluorobiphenyl-4-yl)methyl)-1-((tetrahydrofuran-2-yl)methyl)-1H-benzo[d]imidazole-6-carboxylic acid